Tert-butyl 4-(2,3-difluorophenyl)piperazine-1-carboxylate FC1=C(C=CC=C1F)N1CCN(CC1)C(=O)OC(C)(C)C